C(=C)[SiH]1[Si]([Si]([Si]([SiH2][SiH2]1)(O)C=C)(C=C)C=C)(C=C)C=C.[K] potassium hexavinylcyclohexasilanol